C(C=C(C(=O)OCCC)CC(=O)OCCC)(=O)OCCC tripropyl aconitate